(2S)-4,4-Difluoro-2-(4-fluorophenyl)-N-[4-(5,7,7-trimethyl-4-oxo-3-phenyl-4,5,6,7-tetrahydro-1H-pyrrolo[3,2-c]pyridin-2-yl)pyridin-2-yl]butanamid FC(C[C@H](C(=O)NC1=NC=CC(=C1)C1=C(C=2C(N(CC(C2N1)(C)C)C)=O)C1=CC=CC=C1)C1=CC=C(C=C1)F)F